C[C@@]1(N(CCC1)C([C@@H](NC(=O)OC(C)(C)C)C(C)C)=O)C(=O)O methyl-N-(N-tert-butoxycarbonyl-L-valinyl)-L-proline